(R)-4-(7-(3-aminopiperidine-1-yl)-3-(4-((3-methoxypropyl)(methyl)amino)phenyl)-3H-imidazo[4,5-b]pyridine-2-yl)-2-fluorobenzonitrile N[C@H]1CN(CCC1)C1=C2C(=NC=C1)N(C(=N2)C2=CC(=C(C#N)C=C2)F)C2=CC=C(C=C2)N(C)CCCOC